CCCCC/C=C\\C/C=C\\[C@@H](CC[C@H](CCCC(=O)[O-])O)O The molecule is a monocarboxylic acid anion resulting from the deprotonation of the carboxy group of 5(S),8(R)-DiHODE. The major species at pH 7.3. It is a monocarboxylic acid anion and an octadecanoid anion. It is a conjugate base of a 5(S),8(R)-DiHODE.